C1(=CC=CC2=CC=CC=C12)C(C#C)C1=C(C(=O)N)C=C(C=C1)[N+](=O)[O-] [1-(1-naphthyl)prop-2-ynyl]-5-nitro-benzamide